1-Methyl-4-[4-methyl-4-(5-methyl-1,3-benzoxazol-2-yl)piperidin-1-yl]-8-(oxetan-3-yl)-2-oxo-1,2-dihydroquinoline-3-carbonitrile CN1C(C(=C(C2=CC=CC(=C12)C1COC1)N1CCC(CC1)(C=1OC2=C(N1)C=C(C=C2)C)C)C#N)=O